5-(3-(4-methylpent-1-ynyl)phenoxy)-1H-imidazole-4-carboxylic acid CC(CC#CC=1C=C(OC2=C(N=CN2)C(=O)O)C=CC1)C